ClC=1C=C(CC=2C=CC(=NC2)NC(C2=CN=C(C=C2)CO)=O)C=CC1F N-(5-(3-chloro-4-fluorobenzyl)pyridin-2-yl)-6-(hydroxymethyl)nicotinamide